(R)-2-(4-((R)-2-fluoro-9-hydroxy-9-(trifluoromethyl)-9H-fluoren-4-yl)-1H-pyrazole-1-yl)-N'-(4-fluorophenyl)propanehydrazide FC1=CC=2[C@](C3=CC=CC=C3C2C(=C1)C=1C=NN(C1)[C@@H](C(=O)NNC1=CC=C(C=C1)F)C)(C(F)(F)F)O